(3R,4S,5R)-4-(naphthalen-2-ylmethoxy)-5-((naphthalen-2-ylmethoxy)methyl)-5-((E)-prop-1-en-1-yl)tetrahydrofuran-2,3-diyl diacetate C(C)(=O)OC1O[C@]([C@H]([C@H]1OC(C)=O)OCC1=CC2=CC=CC=C2C=C1)(\C=C\C)COCC1=CC2=CC=CC=C2C=C1